The molecule is a sesquiterpene lactone isolated from Artemisia rutifolia and Artemisia iwayomogi and has been shown to inhibit nitric oxide synthase. It has a role as a metabolite and an EC 1.14.13.39 (nitric oxide synthase) inhibitor. It is a butan-4-olide, a sesquiterpene lactone, a methyl ketone, a secondary alcohol and an enone. CC1=C(C(=O)C[C@@H]1O)[C@@H]2[C@H](C(=C)C(=O)O2)CCC(=O)C